C(C)C1COC(OC1)=O 5-ethyl-1,3-dioxane-2-one